N-(4-(4-((1R,5S)-3-oxa-8-azabicyclo[3.2.1]octan-8-yl)-7H-pyrrolo[2,3-d]pyrimidin-6-yl)phenyl)-4-(((R)-3-(2-chloroacrylamido)piperidin-1-yl)methyl)picolinamide trifluoroacetate FC(C(=O)O)(F)F.[C@H]12COC[C@H](CC1)N2C=2C1=C(N=CN2)NC(=C1)C1=CC=C(C=C1)NC(C1=NC=CC(=C1)CN1C[C@@H](CCC1)NC(C(=C)Cl)=O)=O